(S)-N-(1-(6,7-difluoro-1-oxo-1,2-dihydroisoquinolin-4-yl)ethyl)-N-methyl-1H-pyrrolo[2,3-b]pyridine-2-carboxamide FC=1C=C2C(=CNC(C2=CC1F)=O)[C@H](C)N(C(=O)C1=CC=2C(=NC=CC2)N1)C